phenylpropylmalonic acid dipropyl ester C(CC)OC(C(C(=O)OCCC)CCCC1=CC=CC=C1)=O